N-(4-chloro-1H-indol-6-yl)-5-(2,2,6,6-tetramethyloxan-4-yl)-1H-1,3-benzodiazol-2-amine ClC1=C2C=CNC2=CC(=C1)NC1=NC2=C(N1)C=CC(=C2)C2CC(OC(C2)(C)C)(C)C